C(C)S(=O)(=O)N1CC(C1)(N1N=CC(=C1)C=1C2=C(N=CN1)N(C=C2)C(C(C)C2=CC(=C(C=C2)C2=CC=CC=C2)F)=O)CC#N 2-(1-(ethylsulfonyl)-3-(4-(7-(2-(2-fluoro-[1,1'-biphenyl]-4-yl)propanoyl)-7H-pyrrolo[2,3-d]pyrimidin-4-yl)-1H-pyrazol-1-yl)azetidin-3-yl)acetonitrile